2',3'-Dideoxyuridine-5'-Triphosphate P(O)(=O)(OP(=O)(O)OP(=O)(O)O)OC[C@@H]1CC[C@@H](O1)N1C(=O)NC(=O)C=C1